1-(2-((2-(bis(3-methoxybenzyl)amino)thiazol-4-yl)methoxy)ethyl)-4-methylpiperazine-2,5-dione COC=1C=C(CN(C=2SC=C(N2)COCCN2C(CN(C(C2)=O)C)=O)CC2=CC(=CC=C2)OC)C=CC1